ClC1=C(C=C2C=CN3C2=C1C(N(CC3)CC=3C(NC(=CC3OC)C)=O)=O)C=3C(=NN(C3C)CC#N)C 2-(4-(10-chloro-2-((4-methoxy-6-methyl-2-oxo-1,2-dihydropyridin-3-yl)methyl)-1-oxo-1,2,3,4-tetrahydro-[1,4]diazepino[6,7,1-HI]indol-9-yl)-3,5-dimethyl-1H-pyrazol-1-yl)acetonitrile